S1CCNC12COCC2 7-oxa-1-thia-4-azaspiro[4.4]nonane